methyl 1-[2-[[3-(3-amino-2-chloro-phenyl)-2-methyl-phenyl]carbamoyl]-4,5,6,7-tetrahydropyrazolo[1,5-a]pyridin-4-yl]piperidine-4-carboxylate NC=1C(=C(C=CC1)C=1C(=C(C=CC1)NC(=O)C1=NN2C(C(CCC2)N2CCC(CC2)C(=O)OC)=C1)C)Cl